3-(2,6-difluoro-3,5-dimethoxyphenyl)-1-ethyl-1,3,4,7-tetrahydro-2H-pyrrolo[3',2':5,6,6]Pyrido[4,3-d]Pyrimidin-2-one FC1=C(C(=C(C=C1OC)OC)F)N1C(N(C2=C(C1)C=NC1=C2C=CN1)CC)=O